FC1(CCN(CC1)C1=NC=C(C=C1C)[N+](=O)[O-])F 2-(4,4-difluoropiperidin-1-yl)-3-methyl-5-nitropyridine